(1R,3S)-3-[3-({[1-(2-meth-oxyethyl)-1H-pyrazol-5-yl]carbonyl}amino)-1H-pyrazol-5-yl]cyclopentyl propan-2-ylcarbamate CC(C)NC(O[C@H]1C[C@H](CC1)C1=CC(=NN1)NC(=O)C1=CC=NN1CCOC)=O